C(C)OC=1C=NC(=NC1)N1CCC(CC1)CCCOC1=CC(=C(C(=C1)F)CC(=O)N1CC(CC1)(CNCC(CO)(CO)CO)O)F 2-[4-[3-[1-(5-ethoxypyrimidin-2-yl)-4-piperidyl]propoxy]-2,6-difluoro-phenyl]-1-[3-hydroxy-3-[[[3-hydroxy-2,2-bis(hydroxymethyl)propyl]amino]methyl]pyrrolidin-1-yl]ethanone